[Br].[Pb].CN Methylamine lead bromine